C[C@@]1(C2=C(C(=O)C3=C1C=CC=C3O)C(=O)[C@]4([C@@H](C2)[C@@H](C(=O)C(=C4O)C(=O)N)N(C)C)O)O The molecule is the 12-dehydro derivative of tetracycline. It is a tertiary alpha-hydroxy ketone and a member of tetracyclines. It is a tautomer of a 12-dehydrotetracycline zwitterion.